(5-(2-((7-Chloro-1,2,3,4-tetrahydroisoquinolin-6-yl)amino)-5-(trifluoromethyl)pyrimidin-4-yl)thiophen-3-yl)dimethylphosphine oxide ClC1=C(C=C2CCNCC2=C1)NC1=NC=C(C(=N1)C1=CC(=CS1)P(C)(C)=O)C(F)(F)F